N[C@H]1CN(CCC1)[C@H]1[C@@H]([C@]2(CCC(C[C@H]2C1)=O)C)OC1=CC=C(C#N)C=C1 4-[[(1R,2R,3aR,7aS)-2-[(3R)-3-aminopiperidin-1-yl]-7a-methyl-5-oxo-2,3,3a,4,6,7-hexahydro-1H-inden-1-yl]oxy]benzonitrile